4-chloro-N-((4-((9-(cyclopropylmethyl)-9H-purin-6-yl)oxy)phenyl)carbamothioyl)benzamide ClC1=CC=C(C(=O)NC(NC2=CC=C(C=C2)OC2=C3N=CN(C3=NC=N2)CC2CC2)=S)C=C1